benzyl 7-((diethoxyphosphoryl) difluoromethyl)-2-naphthoate C(C)OP(=O)(OCC)C(C1=CC=C2C=CC(=CC2=C1)C(=O)OCC1=CC=CC=C1)(F)F